4-chloro-N-[(1r,3s)-3-{[6-methyl-2-(trifluoromethyl)quinolin-4-yl]amino}cyclohexyl]benzamide ClC1=CC=C(C(=O)N[C@H]2C[C@H](CCC2)NC2=CC(=NC3=CC=C(C=C23)C)C(F)(F)F)C=C1